N-[4-(3-cyanophenyl)-5-[2-(hydroxymethyl)-6-(trifluoromethyl)-4-pyridyl]thiazol-2-yl]-2-oxa-6-azaspiro[3.3]heptane-6-carboxamide C(#N)C=1C=C(C=CC1)C=1N=C(SC1C1=CC(=NC(=C1)C(F)(F)F)CO)NC(=O)N1CC2(COC2)C1